FC=1C=C(C=CC1OC)S(=O)(=O)N(C)C 3-fluoro-4-methoxy-N,N-dimethylbenzenesulfonamide